2,3,3a,4,5,6-Hexahydropyrano[4,3,2-de]isoquinolin-5-ium chloride [Cl-].O1CCC2C[NH2+]CC=3C=CC=C1C23